methyl 4-((2-(hexyloxy)-2-phenylvinyl) oxy)-3-methoxybenzoate C(CCCCC)OC(=COC1=C(C=C(C(=O)OC)C=C1)OC)C1=CC=CC=C1